C(CCCCC(=O)OCC1CC2C(CC1C)O2)(=O)OCC2CC1C(CC2C)O1 bis(3,4-epoxy-6-methyl-cyclohexylmethyl) adipate